benzyl (6S)-1,1-dichloro-6-(4-(methoxycarbonyl)phenyl)-2-oxo-7-azaspiro[3.5]nonane-7-carboxylate ClC1(C(CC12C[C@H](N(CC2)C(=O)OCC2=CC=CC=C2)C2=CC=C(C=C2)C(=O)OC)=O)Cl